11-[4-[2-(2-hydroxyethoxy)ethyl]-1-piperazinyl]dibenzothiazepine hemifumarate C(\C=C\C(=O)O)(=O)O.OCCOCCN1CCN(CC1)C1=CC=CC=2C=NSC3=C(C21)C=CC=C3.OCCOCCN3CCN(CC3)C3=CC=CC=2C=NSC1=C(C23)C=CC=C1